3-((4-(benzo[d][1,3]dioxol-5-ylmethyl)piperazin-1-yl)(1-phenethyl-1H-tetrazol-5-yl)methyl)-6,7-dimethylquinolin-2(1H)-one O1COC2=C1C=CC(=C2)CN2CCN(CC2)C(C=2C(NC1=CC(=C(C=C1C2)C)C)=O)C2=NN=NN2CCC2=CC=CC=C2